(2S,3r)-3-hydroxy-3-(4-methoxyphenyl)-2-((S)-2-(2-morpholino-acetylamino)propionylamino)propionic acid O[C@@H]([C@@H](C(=O)O)NC([C@H](C)NC(CN1CCOCC1)=O)=O)C1=CC=C(C=C1)OC